BrC=1C(=C(C(=C(OC2=CC3=C(N(N=N3)C)C=C2)C1)OC)F)[N+](=O)[O-] 5-(5-bromo-3-fluoro-2-methoxy-4-nitro-phenoxy)-1-methyl-benzotriazole